COC1=CC=C(C=C1)[C@H]1[C@@H](CN(C1)C(=O)OC(C)(C)C)COS(=O)(=O)C |r| (+/-)-trans-tert-butyl 4-(4-methoxyphenyl)-3-{[(methylsulfonyl)oxy]-methyl}-pyrrolidine-1-carboxylate